benzyl (S)-3-(((S)-1-(4-methoxyphenyl)-2-((4-methoxyphenyl)amino)-2-oxoethyl)carbamoyl)-3,4-dihydroisoquinoline-2(1H)-carboxylate COC1=CC=C(C=C1)[C@@H](C(=O)NC1=CC=C(C=C1)OC)NC(=O)[C@H]1N(CC2=CC=CC=C2C1)C(=O)OCC1=CC=CC=C1